OC1=C2C(=CN=C1C(=O)OC)OCC2 methyl 4-hydroxy-2H,3H-furo[2,3-c]pyridine-5-carboxylate